cis-N1,N1-dimethyl-N3-(5-(pyrido[2,3-b]pyrazin-7-yl)pyrrolo[2,1-f][1,2,4]triazin-2-yl)cyclobutane-1,3-diamine CN([C@@H]1C[C@@H](C1)NC1=NN2C(C=N1)=C(C=C2)C2=CC=1C(=NC=CN1)N=C2)C